OC1=C(C=CC=C1)C=1N=NC2=CC(=CC=C2C1)N1CC2(CN(C2)C2=NN(C=N2)C(C(=O)O)C(C)C)C1 2-(3-{6-[3-(2-hydroxyphenyl)cinnolin-7-yl]-2,6-diazaspiro[3.3]heptan-2-yl}-1,2,4-triazol-1-yl)-3-methylbutanoic acid